methoxymethyl 4-(benzyloxy)-3-bromo-2-(methoxymethoxy)-5,6-dimethylbenzoate C(C1=CC=CC=C1)OC1=C(C(=C(C(=O)OCOC)C(=C1C)C)OCOC)Br